CC1=NOC(=C1C)N(S(=O)(=O)C=1C(=CC=CC1)C1=C(C=C(C=C1)CO)COCC)COC N-(3,4-dimethylisoxazol-5-yl)-2'-(ethoxymethyl)-4'-(hydroxymethyl)-N-(methoxymethyl)-[1,1'-biphenyl]-2-sulfonamide